FC(C1(COC1)C=1C=C(C=CC1)N1CC2=C(C=C(C=C2C1=O)CC1CN(C1)C(=O)OC(C)(C)C)C(F)(F)F)C1=NN=CN1C tert-Butyl 3-((2-(3-(3-(fluoro(4-methyl-4H-1,2,4-triazol-3-yl)methyl)oxetan-3-yl)phenyl)-3-oxo-7-(trifluoromethyl)isoindolin-5-yl)methyl)azetidine-1-carboxylate